tert-butyl ((1R,3S)-3-((5-bromo-2-(methylamino)phenyl)carbamoyl)cyclopentyl)carbamate BrC=1C=CC(=C(C1)NC(=O)[C@@H]1C[C@@H](CC1)NC(OC(C)(C)C)=O)NC